2-(2,6-dioxo-3-piperidyl)-4-[[3-(methylamino)cyclobutyl]amino]isoindoline-1,3-dione O=C1NC(CCC1N1C(C2=CC=CC(=C2C1=O)NC1CC(C1)NC)=O)=O